ClC=1C=C2C(=CC1)NC(C21CCN(CC1)CCOC1=CC=C(C=C1)[S@](=O)(=NC)C)=O (S)-5-chloro-1'-(2-{4-[methyl(methyl-imino)oxo-λ6-sulfanyl]phenoxy}ethyl)-1,2-dihydrospiro[indole-3,4'-piperidin]-2-one